Cl.F[C@@]1(C[C@H](NC1)C(=O)OCC1=CC=CC=C1)COC\C=C\CCCCCCC(=O)OC benzyl (2S,4R)-4-fluoro-4-((((E)-10-methoxy-10-oxodec-2-en-1-yl)oxy)methyl)pyrrolidine-2-carboxylate hydrochloride